(E)-2-acetyl-5-fluoro-3-((4-fluorobenzylidene)amino)benzoic acid tert-butyl ester C(C)(C)(C)OC(C1=C(C(=CC(=C1)F)/N=C/C1=CC=C(C=C1)F)C(C)=O)=O